((2-methyl-1,4-diazepan-1-yl)sulfonyl)isoquinolin-1-ol CC1N(CCCNC1)S(=O)(=O)C=1N=C(C2=CC=CC=C2C1)O